NC1=C(C=CC(=C1)OC)OC[C@H](NC(=O)OC(C)(C)C)C(=O)O 3-O-(2-amino-4-methoxyphenyl)-N-(tert-butoxycarbonyl)-L-serine